FC1=CC(=C2C=CN(C2=C1)CCO)C1=C(C=2C3=C(C(NC2C=C1F)(C)C)N=NN3C)C 2-[6-fluoro-4-(7-fluoro-1,4,4,9-tetramethyl-5H-triazolo[4,5-c]quinolin-8-yl)indol-1-yl]ethanol